tributylantimony C(CCC)[Sb](CCCC)CCCC